3-(Phthalazin-1-yl)benzenesulfonamide C1(=NN=CC2=CC=CC=C12)C=1C=C(C=CC1)S(=O)(=O)N